ClC=1C=C(C=CC1Cl)S(=O)(=O)N1CCC(CC1)C(=O)NC=1SC2=C(N1)C(=CC(=C2)C)C 1-((3,4-dichlorophenyl)sulfonyl)-N-(4,6-dimethylbenzo[d]thiazol-2-yl)piperidine-4-carboxamide